NC(C(CC1=CC=CC=C1)NC(C(CC(C)C)NC(C(CC(C(CC1=CC=CC=C1)NC(OC(C)(C)C)=O)O)CC1=CC=CC=C1)=O)=O)=O tert-butyl N-[6-[[1-[(1-amino-1-oxo-3-phenylpropan-2-yl)amino]-4-methyl-1-oxopentan-2-yl]amino]-5-benzyl-3-hydroxy-6-oxo-1-phenylhexan-2-yl]carbamate